(1R,3S)-3-(3-(2-(3-Methyl-2-carbonyl-2,3-dihydrobenzo[d]oxazol-7-yl)acetamido)-1H-pyrazole-5-yl)cyclopentylbicyclo[1.1.1]pentan-1-ylcarbamate CN1C(OC2=C1C=CC=C2CC(=O)NC2=NNC(=C2)[C@@H]2C[C@@H](CC2)N(C([O-])=O)C21CC(C2)C1)=C=O